FC1(C(C1)N1C=CC=2C(=NC(=CC21)NC=2SC(=CN2)C)C2=CC1CCC(C2)N1C(C=C)=O)F 1-(3-(1-(2,2-difluorocyclopropyl)-6-((5-methylthiazol-2-yl)amino)-1H-pyrrolo[3,2-c]pyridin-4-yl)-8-azabicyclo[3.2.1]oct-2-en-8-yl)prop-2-en-1-one